FC(C1=CC(=NC=C1)N[C@H](C)C(C)C)F (R)-4-(difluoromethyl)-N-(3-methylbut-2-yl)pyridin-2-amine